methyl N-[5-[6-[cyanomethyl-(4-fluoro-3-methoxy-phenyl)carbamoyl]-4-methyl-benzimidazol-1-yl]-2-pyridyl]carbamate C(#N)CN(C(=O)C=1C=C(C2=C(N(C=N2)C=2C=CC(=NC2)NC(OC)=O)C1)C)C1=CC(=C(C=C1)F)OC